CC1([C@H]2CC=C([C@@H]1C2)C(=O)O)C (1R,5S)-6,6-dimethylbicyclo[3.1.1]hept-2-ene-2-carboxylic acid